[2H]C1(CC[C@H]2[C@@H](N1)C1=C(O2)C=C(C=C1)C(F)(F)F)[2H] (4aS,9bS)-2,2-dideuterio-7-(trifluoromethyl)-3,4,4a,9b-tetrahydro-1H-benzofuro[3,2-b]pyridine